2-((4-(4-(1-methyl-1H-indole-3-carbonyl)-9H-carbazol-9-yl)piperidin-1-yl)methyl)benzonitrile CN1C=C(C2=CC=CC=C12)C(=O)C1=CC=CC=2N(C3=CC=CC=C3C12)C1CCN(CC1)CC1=C(C#N)C=CC=C1